7-(6-chloropyrimidin-4-yl)-2-methylimidazo[1,2-a]pyridine ClC1=CC(=NC=N1)C1=CC=2N(C=C1)C=C(N2)C